methyl 5-(methoxymethyl)-1-phenyl-1H-imidazole-4-carboxylate COCC1=C(N=CN1C1=CC=CC=C1)C(=O)OC